6-amino-5-nitro-3',6'-dihydro-[2,4'-bipyridine]-1'(2'H)-carboxylic acid tert-butyl ester C(C)(C)(C)OC(=O)N1CCC(=CC1)C1=NC(=C(C=C1)[N+](=O)[O-])N